[Cl-].CC=1NC=CN1 methyl-imidazole chloride salt